dimethyl-1,3-propanediol CC(CO)(CO)C